FCCC1=CC(=C(CC(N)C)C=C1OC)OC 4-(2-fluoroethyl)-2,5-dimethoxy-amphetamine